O=C(CCCCCCOC1=CC(=NC(=C1)CN(CC1=CC=CC(=N1)C(=O)O)CC1=CC=CC(=N1)C(=O)O)CN(CC1=CC=CC(=N1)C(=O)O)CC1=CC=CC(=N1)C(=O)O)OC1=C(C(=CC(=C1F)F)F)F 6,6',6'',6'''-((((4-((7-oxo-7-(2,3,5,6-tetrafluorophenoxy)heptyl)oxy)pyridine-2,6-diyl)bis(methylene))bis(azanetriyl))tetrakis(methylene))tetrapicolinic acid